3,4-dichloromuconic acid Cl\C(=C/C(=O)O)\C(=C\C(=O)O)\Cl